2-benzyl-4,5-dichloropyridazin-3(2H)-one C(C1=CC=CC=C1)N1N=CC(=C(C1=O)Cl)Cl